4-methyltetrahydropyrrolo[3,4-c]pyrrole CC=1C2C(=CN1)CNC2